N(C(=O)C)C1CCC(CC1)NC(=O)C=1C=NC2=CC=C(N=C2C1NC(C)C)C=1C=NNC1 N-((1r,4r)-4-acetaminocyclohexyl)-4-(isopropylamino)-6-(1H-pyrazol-4-yl)-1,5-naphthyridine-3-carboxamide